C(C)(C)(C)OC(=O)N[C@H](C(=O)N[C@H](C(=O)OC)C[C@H]1C(NCC1)=O)CC1CCC1 methyl (2S)-2-[[(2S)-2-(tert-butoxycarbonylamino)-3-cyclobutyl-propanoyl]amino]-3-[(3S)-2-oxopyrrolidin-3-yl]propanoate